(1r,2S,5S)-3-((S)-2-amino-3,3-dimethylbutyryl)-6,6-dimethyl-3-azabicyclo[3.1.0]hexane-2-carboxylic acid methyl ester COC(=O)[C@@H]1[C@H]2C([C@H]2CN1C([C@H](C(C)(C)C)N)=O)(C)C